C(C)(C)(C)OC(=O)N[C@H](CC1=C(C=2N=NC=C(C2S1)N(C(OC(C)(C)C)=O)CC=1SC=CC1)C)CO tert-butyl N-{6-[(2R)-2-[(tert-butoxycarbonyl)amino]-3-hydroxypropyl]-7-methylthieno[3,2-c]pyridazin-4-yl}-N-(thiophen-2-ylmethyl)carbamate